CON(C(=O)C=1C(=NNC1)C(F)(F)F)C N-methoxy-N-methyl-3-(trifluoromethyl)-1H-pyrazole-4-carboxamide